2-oxabicyclo-[3.2.1]octan-3-one C12OC(CC(CC1)C2)=O